ClC1=C2C(N(C(NC2=C(C(=C1)C=O)F)=O)CC)=O 5-Chloro-3-ethyl-8-fluoro-2,4-dioxo-1,2,3,4-tetrahydroquinazoline-7-carbaldehyde